(e)-1-nonanol C(CCCCCCCC)O